oleic acid 2-n-octyl-dodecyl ester C(CCCCCCC)C(COC(CCCCCCC\C=C/CCCCCCCC)=O)CCCCCCCCCC